C([C@@H]1[C@H]([C@@H]([C@H]([C@@H](O1)O[C@@H]2[C@H](O[C@H]([C@@H]([C@H]2O)O)O)CO)O)O)O)O β-cellobiose